C(CCCCCCCCC=C)OP(=O)([O-])[O-] undecylenyl-phosphate